C1(CCC1)C=1C(=NN(C1C1COC1)C)NC(OCC)=O ethyl (4-cyclobutyl-1-methyl-5-(oxetan-3-yl)-1H-pyrazol-3-yl)carbamate